C1(=CCCCC1)[C@H]1[C@H](C2=CC=C(C=C2CC1)O)C1=CC=C(C=C1)N1CCC(CC1)CN1CCN(CC1)C=1C=C2CN(C(C2=CC1)=O)[C@@H]1C(NC(CC1)=O)=O (3S)-3-[5-[4-[[1-[4-[(1S,2R)-2-(cyclohexen-1-yl)-6-hydroxy-tetralin-1-yl]phenyl]-4-piperidyl]methyl]piperazin-1-yl]-1-oxo-isoindolin-2-yl]piperidine-2,6-dione